6-Chloro-8-vinylisoquinoline ClC=1C=C2C=CN=CC2=C(C1)C=C